[I-].C(CCC(C)C)C=1[N+](=C(NC1)C)C i-hexyl-2,3-dimethylimidazolium iodide